Cl.NCC1=C(C=C(C=C1)C1=NC=NN2C1=CC(=C2)C=2C=C(C=CC2)CCN2CCC(CC2)C2=CC=C(NC1C(NC(CC1)=O)=O)C=C2)C 3-[4-[1-[2-[3-[4-[4-(aminomethyl)-3-methyl-phenyl]pyrrolo[2,1-f][1,2,4]triazin-6-yl]phenyl]ethyl]-4-piperidyl]anilino]piperidine-2,6-dione HCl salt